C(N)(=O)[C@H](CCC(=O)OC(C)(C)C)N1C(C2=CC=C(C(=C2C1)Cl)N1CCNCC1)=O tert-butyl (4S)-4-carbamoyl-4-[4-chloro-1-oxo-5-(piperazin-1-yl)-3H-isoindol-2-yl]butanoate